CN(C(=O)C=1C(=NN(C1)C(COC1=NC=CC(=C1)C1=C(C(=CC(=C1)F)C(C)C)CC(=O)O)(C)C)S(N)(=O)=O)C 2-(2-(2-(2-(4-(dimethylcarbamoyl)-3-sulfamoyl-1H-pyrazol-1-yl)-2-methylpropoxy)pyridin-4-yl)-4-fluoro-6-isopropylphenyl)acetic acid